C[C@@]12CCC[C@@]([C@H]1CC[C@]34[C@H]2CC[C@](C3)(C(=C)C4)O[C@H]5[C@@H]([C@H]([C@@H]([C@H](O5)CO)O)O)O[C@H]6[C@@H]([C@H]([C@@H]([C@H](O6)CO)O)O)O)(C)C(=O)O The molecule is a beta-D-glucoside that is steviolmonoside in which the hydroxy group at position 2 of the glucoside moiety has been converted into its beta-D-glucoside. It has a role as a sweetening agent, a plant metabolite and an antitubercular agent. It is a beta-D-glucoside, an ent-kaurane diterpenoid, a monocarboxylic acid, a bridged compound, a diterpene glycoside and a tetracyclic diterpenoid. It derives from a steviolmonoside. It is a conjugate acid of a steviolbioside(1-).